BrN1C(C2=CC=CC=C2C2(C1=O)CCCCC2)=O bromo-1'H-spiro[cyclohexane-1,4'-isoquinoline]-1',3'(2'H)-dione